N2-(2-(1-(Cyclopropylsulfonyl)-1H-pyrazol-4-yl)pyrimidin-4-yl)-N4-(((1r,4r)-4-((2,2-difluoroethyl)amino)cyclohexyl)methyl)-5-(1-methyl-1H-pyrazol-3-yl)pyridine-2,4-diamine C1(CC1)S(=O)(=O)N1N=CC(=C1)C1=NC=CC(=N1)NC1=NC=C(C(=C1)NCC1CCC(CC1)NCC(F)F)C1=NN(C=C1)C